C[C@@H]1CN(C[C@@H](N1)C)C1=CC=C(N)C=C1 4-((3R,5S)-3,5-dimethylpiperazin-1-yl)aniline